C(C1=CC=CC=C1)N1C(N(SC1=O)C)=O 4-benzyl-2-methyl-1,2,4-thiadiazolidin-3,5-dione